2-Methyl-6-(((3R,5S)-5-methylpyrrolidin-3-yl)oxy)oxazolo[4,5-b]pyridine CC=1OC=2C(=NC=C(C2)O[C@H]2CN[C@H](C2)C)N1